4-[4-[(2,6-dioxo-3-piperidyl)amino]phenyl]piperidine-1-carboxylic acid 4-piperidyl ester N1CCC(CC1)OC(=O)N1CCC(CC1)C1=CC=C(C=C1)NC1C(NC(CC1)=O)=O